CN1C(=NC2=C1C=CC(=C2)C(=O)C=2SC=C(C2C(=O)O)F)C 2-(1,2-dimethylbenzimidazole-5-carbonyl)-4-fluoro-thiophene-3-carboxylic acid